BrC1=C(C=C2C(=C(C=NC2=C1F)[N+](=O)[O-])NC1CCN(CC1)C(=O)OC(C)(C)C)Cl tert-butyl 4-((7-bromo-6-chloro-8-fluoro-3-nitroquinolin-4-yl)amino)piperidine-1-carboxylate